(S)-4-(2-(4-fluorobenzamido)-3-phenylpropanamido)-3-methoxybenzene-1-sulfonyl chloride FC1=CC=C(C(=O)N[C@H](C(=O)NC2=C(C=C(C=C2)S(=O)(=O)Cl)OC)CC2=CC=CC=C2)C=C1